2-(6-chloropyrazin-2-yl)-2,2-difluoroacetic acid ClC1=CN=CC(=N1)C(C(=O)O)(F)F